C(C1CO1)OCCC[Si](OCC)(OCC)C gamma-glycidyloxypropyl-methyldiethoxysilane